2',3-dichloro-6-cyclopropyl-4-((3,5-difluoropyridin-2-yl)methoxy)-5'-methyl-2H-[1,4'-bipyridine]-2-one ClC1=NC=C(C(=C1)N1C(C(=C(C=C1C1CC1)OCC1=NC=C(C=C1F)F)Cl)=O)C